Tyrosine trifluoroethyl ester FC(COC([C@@H](N)CC1=CC=C(C=C1)O)=O)(F)F